C(C)(C)N1N(C2=NC(=NC=C2C1=O)NC1=CC(=C(C=C1)N1CCN(CC1)C)OCCO)C1=NC(=CC(=C1)O)C(C)(C)O 2-isopropyl-1-(4-hydroxy-6-(2-hydroxypropan-2-yl)pyridin-2-yl)-6-((3-(2-hydroxyethoxy)-4-(4-Methylpiperazin-1-yl)phenyl)amino)-1,2-dihydro-3H-pyrazolo[3,4-d]pyrimidin-3-one